1-(4-(1-(tetrahydro-2H-pyran-2-yl)-1H-pyrazol-4-yl)phenyl)piperidine O1C(CCCC1)N1N=CC(=C1)C1=CC=C(C=C1)N1CCCCC1